2-(4,6-dimethylpyrazolo[1,5-a]pyrazin-2-yl)-6-(4-methyl-2-oxopiperazin-1-yl)quinazolin-4(3H)-one CC=1C=2N(C=C(N1)C)N=C(C2)C2=NC1=CC=C(C=C1C(N2)=O)N2C(CN(CC2)C)=O